CN(CCCCCCCCCCCCCCCC)C 1-(dimethylamino)hexadecane